(1,3,5,7-Tetramethyl-2,4,6-trioxa-8-phosphaadamantan-8-yl)-2-(1,3,5,7-tetramethyl-2,4,6-trioxa-8-phosphaadamantan-8-yl)benzene CC12OC3(OC(OC(P1C1=C(C=CC=C1)P1C4(OC5(OC(OC1(C5)C)(C4)C)C)C)(C3)C)(C2)C)C